(R)-tert-butyl 2-((2S,3R)-3-((tert-butoxycarbonyl)amino)-2-hydroxy-4-phenylbutanamido)-2-(2-fluoro-3-(trifluoromethoxy)phenyl)acetate C(C)(C)(C)OC(=O)N[C@@H]([C@@H](C(=O)N[C@@H](C(=O)OC(C)(C)C)C1=C(C(=CC=C1)OC(F)(F)F)F)O)CC1=CC=CC=C1